OC12OC3=C(C1(C(C1=CC=CC(=C12)[N+](=O)[O-])=O)O)C=CC(=C3)C(F)(F)F 4b,9b-dihydroxy-4-nitro-7-(trifluoromethyl)-4b,9b-dihydro-10H-indeno[1,2-b]benzofuran-10-one